2-[2-(diethylamino)-1-hydroxyethyl]-N-[(1S)-1-[3-(3-pyridinyl)phenyl]ethyl]-4-(trifluoromethyl)-5-thiazolecarboxamide C(C)N(CC(O)C=1SC(=C(N1)C(F)(F)F)C(=O)N[C@@H](C)C1=CC(=CC=C1)C=1C=NC=CC1)CC